OC(C(=O)O)(CCCCCCCCCCCCCCCC)O bishydroxystearic acid